(E)-1-[4-[2-(Diethylamino)ethoxy]phenyl]-3-phenylprop-2-en-1-one C(C)N(CCOC1=CC=C(C=C1)C(\C=C\C1=CC=CC=C1)=O)CC